(3,5-bistrifluoromethylphenyl)quinazolin ethyl-[(3R)-1-(4-cyano-4-phenylcyclohexyl)pyrrolidin-3-yl]methylcarbamate C(C)N(C(O)=O)C[C@H]1CN(CC1)C1CCC(CC1)(C1=CC=CC=C1)C#N.FC(C=1C=C(C=C(C1)C(F)(F)F)C1=NC2=CC=CC=C2C=N1)(F)F